NC=1C=2N(C(=C(N1)C1=CC(=CC=C1)C#N)C1=NC=NC=C1)N=C(N2)CC2=C(CN1C[C@@](CC1)(C(=O)O)C)C=CC=C2F (R)-1-(2-((8-amino-6-(3-cyanophenyl)-5-(pyrimidin-4-yl)-[1,2,4]triazolo[1,5-a]pyrazin-2-yl)methyl)-3-fluorobenzyl)-3-methylpyrrolidine-3-carboxylic acid